4,4'-Methylendicyclohexyldiisocyanat C(C1CCC(CC1)N=C=O)C1CCC(CC1)N=C=O